The molecule is a disaccharide that is alpha-D-mannopyranose in which the hydroxy group at position 2 has been converted into the corresponding beta-D-arabinopyranoside. It is a beta-D-arabinopyranoside and a glycosylmannose. It derives from an alpha-D-mannose. C1[C@H]([C@H]([C@@H]([C@@H](O1)O[C@H]2[C@H]([C@@H]([C@H](O[C@@H]2O)CO)O)O)O)O)O